S(=O)(=O)([O-])[O-].[Na+].[Mg+2].[Fe+2] iron magnesium sodium sulfate